2-methyl-6-(4-methylpiperazin-1-yl)pyrido[3,4-d]pyrimidin-4-ol CC=1N=C(C2=C(N1)C=NC(=C2)N2CCN(CC2)C)O